NC1=NC(=NC(=C1)C)C=1C(N(N(C1)COCC[Si](C)(C)C)C)=O (4-amino-6-methylpyrimidin-2-yl)-2-methyl-1-((2-(trimethylsilyl)ethoxy)methyl)-1,2-dihydro-3H-pyrazol-3-one